5-[2-(dimethylamino) ethyl]-2,2-dimethyl-11-{4-[(2-octyl-1-oxodecyl) oxy] butyl}-4,9-dioxo-5,8-diaza-3,10-dioxapentadec-15-yl 2-octyldecanoate C(CCCCCCC)C(C(=O)OCCCCC(OC(NCCN(C(OC(C)(C)C)=O)CCN(C)C)=O)CCCCOC(C(CCCCCCCC)CCCCCCCC)=O)CCCCCCCC